6-(3-Chloro-5-fluorobenzyl)-5,6,7,8-tetrahydropyrido[3,4-d]pyridazin-4(3H)-one ClC=1C=C(CN2CC=3C(NN=CC3CC2)=O)C=C(C1)F